2-(3-ethyl[1,4'-bipiperidin]-1'-yl)-1,3-thiazole-5-carboxamide C(C)C1CN(CCC1)C1CCN(CC1)C=1SC(=CN1)C(=O)N